FC1=C(C(=CC(=C1)CNC1=NC=C(C=C1)C(C)C)O)N1CC(NS1(=O)=O)=O 5-[2-fluoro-6-hydroxy-4-[[(5-isopropyl-2-pyridinyl)amino]methyl]phenyl]-1,1-dioxo-1,2,5-thiadiazolidin-3-one